spiro[cyclopentane-1,7'-furo[3,4-d]pyrimidine]-2'-carbonitrile N1=C(N=CC2=C1C1(OC2)CCCC1)C#N